2,6-DIAMINO-4-PHENYLPYRIDINE-3,5-DICARBALDEHYDE NC1=NC(=C(C(=C1C=O)C1=CC=CC=C1)C=O)N